2-((3-Azabicyclo[4.1.0]heptan-7-yl)methyl)isoindoline-1,3-dione C12CNCCC2C1CN1C(C2=CC=CC=C2C1=O)=O